N-(5-fluoropyridin-2-yl)-2-(6-isopropyl-2-(4-(methylsulfonyl)phenyl)-5,8-dioxo-5,6,7,8-tetrahydro-4H-pyrazolo[1,5-a]pyrrolo[3,4-d]pyrimidin-4-yl)acetamide FC=1C=CC(=NC1)NC(CN1C=2N(C(C3=C1C(N(C3)C(C)C)=O)=O)N=C(C2)C2=CC=C(C=C2)S(=O)(=O)C)=O